C(C)(C)(C)C=1C=C(N(N1)C1=C(C=C(C=C1)F)F)NC(OCC(Cl)(Cl)Cl)=O 2,2,2-trichloroethyl N-[5-tert-butyl-2-(2,4-difluorophenyl)pyrazol-3-yl]carbamate